4-(2-((R)-1-((5-chloro-1,3,4-thiadiazol-2-yl)methyl)-3-((R or S)-4,4-dimethyloxetan-2-yl)pyrrolidin-3-yl)ethyl)benzonitrile ClC1=NN=C(S1)CN1C[C@@](CC1)([C@@H]1OC(C1)(C)C)CCC1=CC=C(C#N)C=C1 |o1:12|